8-Hydroxy-triacontanoic acid OC(CCCCCCC(=O)O)CCCCCCCCCCCCCCCCCCCCCC